tert-butyl 4-((8-((tert-butoxycarbonyl)(2-methoxybenzyl)amino)-3-isopropylimidazo[1,2-b]pyridazin-6-yl)thio)piperidine-1-carboxylate C(C)(C)(C)OC(=O)N(C=1C=2N(N=C(C1)SC1CCN(CC1)C(=O)OC(C)(C)C)C(=CN2)C(C)C)CC2=C(C=CC=C2)OC